O1COC2=CC3=C(N=C(S3)NC([C@H](C)N3C[C@@H](C(CC3)(F)F)C3=CC=[N+](C=C3)[O-])=O)C=C21 4-((S)-1-((S)-1-([1,3]dioxolo[4',5':4,5]benzo[1,2-d]thiazol-6-ylamino)-1-oxopropan-2-yl)-4,4-difluoropiperidin-3-yl)pyridine 1-oxide